N1-(1H-Benzimidazol-2-ylmethyl)-2-methylene-N1-(5,6,7,8-tetrahydro-quinolin-8-yl)-butane-1,4-diamine N1C(=NC2=C1C=CC=C2)CN(CC(CCN)=C)C2CCCC=1C=CC=NC21